N[C@@H](C(=O)NCCCC[C@@H](C(=O)OC(C)(C)C)NC(=O)N[C@H](C(=O)OC(C)(C)C)CCC(=O)OC(C)(C)C)CC1=CC2=CC=CC=C2C(=C1)N(C)C(=O)OC(C)(C)C di-tert-butyl (2S)-2-({[(2S)-6-{[(2R)-2-amino-3-{4-[(tert-butoxycarbonyl)(methyl)amino]naphthalen-2-yl}propanoyl]amino}-1-tert-butoxy-1-oxohexan-2-yl]carbamoyl}amino)pentanedioate